FC1=C(C=C2CC(C(C2=C1)NC(O[C@@H]1CN2CCC1CC2)=O)(C)C)C2=CC=C(C=C2)CC(C)C (S)-quinuclidin-3-yl (6-fluoro-5-(4-isobutylphenyl)-2,2-dimethyl-2,3-dihydro-1H-inden-1-yl)carbamate